(3R,4R)-3-Hydroxy-4-[(5S)-5H-imidazo[4,3-a]isoindol-5-yl]pyrrolidin-1-sulfonamid O[C@H]1CN(C[C@@H]1[C@@H]1N2C(C3=CC=CC=C13)=CN=C2)S(=O)(=O)N